FC1=C2CC[C@@H](CC2=CC(=C1)F)N (S)-5,7-difluoro-1,2,3,4-tetrahydronaphthalene-2-amine